(E)-N'-((6-cyanobenzofuran-2-yl)methylene)benzenesulfonyl-hydrazine C(#N)C1=CC2=C(C=C(O2)\C=N\NS(=O)(=O)C2=CC=CC=C2)C=C1